ClC1=CC(=NC=N1)N1CC2(C1)OCCN(C2)C 2-(6-chloropyrimidin-4-yl)-8-methyl-5-oxa-2,8-diazaspiro[3.5]nonane